1-(cyclobutylamino)-4-(2-fluorophenyl)-6-(trisFluoromethyl)-3H-pyrido[1,2-c]pyrimidin-3-one C1(CCC1)NC1=NC(C(=C2N1C=CC(=C2)C(F)(F)F)C2=C(C=CC=C2)F)=O